C1(CCCCC1)CNC1COC2(CN(C2)C2=NC=NC=C2OC2=C(C=C(C=C2)F)C=2C(=NC=NC2)C(C)C)C1 N-(cyclohexylmethyl)-2-(5-(4-fluoro-2-(4-isopropylpyrimidin-5-yl)phenoxy)pyrimidin-4-yl)-5-oxa-2-azaspiro[3.4]octan-7-amine